COC(C1=CC=C(C=C1)OC[C@H](C(=O)OC(C)(C)C)O[Si](C)(C)C(C)(C)C)=O (R)-4-(3-(t-Butoxy)-2-((t-Butyldimethylsilyl)oxy)-3-oxopropoxy)-benzoic acid methyl ester